C(#N)C1=C(SC2=C1C(=NC=C2F)C=2C1=C(C=3C=NC(=NC3C2F)N2CC3(C2)CN(CC3)C)COC1)NC(OC(C)(C)C)=O tert-Butyl (3-cyano-7-fluoro-4-(5-fluoro-3-(6-methyl-2,6-diazaspiro[3.4]octan-2-yl)-7,9-dihydrofuro[3,4-f]quinazolin-6-yl)thieno[3,2-c]pyridin-2-yl)carbamate